N-(2-hydroxybenzyl)-2,5-dimethoxy-4-cyanophenylethylamine OC1=C(CNCCC2=C(C=C(C(=C2)OC)C#N)OC)C=CC=C1